BrC1=C(C(=CC(=C1)I)C(F)(F)F)C 1-bromo-5-iodo-2-methyl-3-(trifluoromethyl)benzene